3-(1H-imidazol-1-yl)-2-imino-N-(6-(4-isopropyl-4H-1,2,4-triazol-3-yl)pyridin-2-yl)pyridine-1(2H)-carboxamide N1(C=NC=C1)C=1C(N(C=CC1)C(=O)NC1=NC(=CC=C1)C1=NN=CN1C(C)C)=N